CN1C(CCC(C2=C1C=CC=C2)CNC(C)C)=O 1-Methyl-5-{[(propan-2-yl)amino]methyl}-2,3,4,5-tetrahydro-1H-1-benzazepin-2-one